C(C)(C)(C)OC(=O)NCC=1C=CC(=C(C(=O)N[C@H](C)C2=CC(=NC3=CC=CC=C23)C2=CC(=CN2)C(=O)O)C1)C (R)-5-(4-(1-(5-(((tert-butoxycarbonyl)amino)methyl)-2-methylbenzamido)ethyl)quinolin-2-yl)-1H-pyrrole-3-carboxylic acid